(R)-2-(2-methylcyclopent-2-en-1-yl)acetic acid CC=1[C@H](CCC1)CC(=O)O